2-ethanal CC=O